2,4-dichloro-aniline ClC1=C(N)C=CC(=C1)Cl